4-methyl-8-{4-(trifluoromethyl)phenoxy}quinoline-5-carbonitrile CC1=CC=NC=2C(=CC=C(C12)C#N)OC1=CC=C(C=C1)C(F)(F)F